10-(2-hydroxyethyl)-9-(2-hydroxypyridin-3-yl)-3,4,6,7,9,10-hexahydroacridine-1,8(2H,5H)-dione OCCN1C=2CCCC(C2C(C=2C(CCCC12)=O)C=1C(=NC=CC1)O)=O